2-(4-methyl-2-(5-methylfuran-2-yl)piperidin-1-yl)-2-oxo-N-(4,5,6,7-tetrahydro-1H-indazol-7-yl)acetamide CC1CC(N(CC1)C(C(=O)NC1CCCC=2C=NNC12)=O)C=1OC(=CC1)C